[Si](C)(C)(C(C)(C)C)OCC(CO)(C)COC 3-((tert-butyldimethylsilyl)oxy)-2-(methoxymethyl)-2-methylpropan-1-ol